3,5-dimethyl-phthaloyl chloride CC1=C(C(C(=O)Cl)=CC(=C1)C)C(=O)Cl